5-(3-fluorophenyl)-6-nitroindol FC=1C=C(C=CC1)C=1C=C2C=CNC2=CC1[N+](=O)[O-]